tetramethyloxapentane-2,5-dione CC(C(C(O)=O)(C)C)(C=O)C